C(C=C)OCCCOC1=C(C=C(C=C1OC)[C@@H](C(=O)N1[C@H](CCCC1)C(=O)O[C@@H](CCC1=CC(=C(C=C1)OC)OC)C1=CC(=CC=C1)OCC=C)C1CCCCC1)OC (S)-(R)-1-(3-(allyloxy)phenyl)-3-(3,4-dimethoxyphenyl)propyl 1-((S)-2-(4-(3-(allyloxy)propoxy)-3,5-dimethoxyphenyl)-2-cyclohexylacetyl)piperidine-2-carboxylate